CC=1C=C2C(C=3C(=NC4=C(N3)C3=CC=CC=C3C4=O)C2=CC1)=O 2-methyldiindeno[1,2-b:1',2'-e]pyrazine-6,12-dione